3-(Boc-amino)-1,2-propanediol C(=O)(OC(C)(C)C)NCC(CO)O